OCCC=1C(=C(O)C=CC1C(C)(C)C1=CC=C(C=C1)O)CCO bis(hydroxyethyl)-bisphenol A